OC1=CC=C(C(=O)OC2=CC(=C(C=C2)OC(\C=C\C2=CC=C(C=C2)OCCCCCCO)=O)C)C=C1 [4-[(E)-3-[4-(6-hydroxyhexyloxy) phenyl] prop-2-enoyl] oxy-3-methyl-phenyl] 4-hydroxybenzoate